indolyl-aminophosphine N1C(=CC2=CC=CC=C12)PN